C(C)(C)(C)OC(=O)N[C@H](C=1N=C2N(N=CC(=C2)CC2C(N(CC(C2)(F)F)C(=O)OC(C)(C)C)=O)C1)C1CCC(CC1)(F)F tert-butyl 3-((2-((S)-((tert-butoxycarbonyl)amino)(4,4-difluorocyclohexyl)methyl)imidazo[1,2-b]pyridazin-7-yl)methyl)-5,5-difluoro-2-oxopiperidine-1-carboxylate